methyl 2-((S)-1-(2-ethyl-6-(1-methyl-5-((((4-nitrophenoxy)carbonyl)oxy)methyl)-1H-1,2,3-triazol-4-yl)pyridin-3-yl)pyrrolidin-3-yl)butanoate C(C)C1=NC(=CC=C1N1C[C@@H](CC1)C(C(=O)OC)CC)C=1N=NN(C1COC(=O)OC1=CC=C(C=C1)[N+](=O)[O-])C